(E)-1-(2-hydroxy-4-pentadecylphenyl)-3-phenylprop-2-en-1-one OC1=C(C=CC(=C1)CCCCCCCCCCCCCCC)C(\C=C\C1=CC=CC=C1)=O